N-(1-(3-(5-Chlorothiophen-2-yl)naphthalen-1-yl)cyclopropyl)-2-methyl-5-((1-methylazetidin-2-yl)methoxy)benzamide ClC1=CC=C(S1)C=1C=C(C2=CC=CC=C2C1)C1(CC1)NC(C1=C(C=CC(=C1)OCC1N(CC1)C)C)=O